C(#N)C(C(=O)OCC)(C)C1=C(C=C(C(=O)OC)C=C1)[N+](=O)[O-] methyl 4-(2-cyano-1-ethoxy-1-oxopropan-2-yl)-3-nitrobenzoate